C(=O)C=1[N+](=C(N(C1)C)C)C 4-formyl-1,2,3-trimethylimidazolium